1-(3-(5-((3-fluorophenyl)ethynyl)pyridin-2-yl)-1,2,4-oxadiazol-5-yl)propan-1-amine FC=1C=C(C=CC1)C#CC=1C=CC(=NC1)C1=NOC(=N1)C(CC)N